N[C@@H](C)C1=C(C=C(C=C1)C1=NC=CC(=C1Cl)C=1C(=C(C=CC1)C1=CC=C(C(=N1)OC)[C@H](C)N)Cl)OC (S)-1-(6-(3-(2-(4-((S)-1-aminoethyl)-3-methoxyphenyl)-3-chloropyridin-4-yl)-2-chlorophenyl)-2-methoxypyridin-3-yl)ethan-1-amine